C(=O)(O)CCN(C(=O)C1=CC2=C(S1)C=C(C(=C2)OCCCOC=2C(=CC1=C(SC(=C1)C(CCC(=O)O)=O)C2)OC)OC)C 4-(6-(3-((2-((2-carboxyethyl)(methyl)carbamoyl)-6-methoxybenzo[b]thiophen-5-yl)oxy)propoxy)-5-methoxybenzo[b]thiophen-2-yl)-4-oxobutanoic acid